Bromoflavone C1=CC=C(C=C1)C2=C(C(=O)C3=CC=CC=C3O2)Br